(S)-4-(2-((tert-butoxycarbonyl)amino)-3-methylbutyrylamino)butanoic acid C(C)(C)(C)OC(=O)N[C@H](C(=O)NCCCC(=O)O)C(C)C